3-acetyl-7-{[4-(2-cyclopropylphenyl)pyrimidin-2-yl]amino}-4-morpholinyl-2H-benzopyran-2-one C(C)(=O)C=1C(OC2=C(C1N1CCOCC1)C=CC(=C2)NC2=NC=CC(=N2)C2=C(C=CC=C2)C2CC2)=O